2-((3,8-difluoro-2-(2-fluorophenyl)quinolin-7-yl)(methoxy)methylene)malononitrile FC=1C(=NC2=C(C(=CC=C2C1)C(=C(C#N)C#N)OC)F)C1=C(C=CC=C1)F